N-isopropyl-6-methoxypyrido[3,4-d]pyrimidine-2,8-diamine C(C)(C)NC=1N=CC2=C(N1)C(=NC(=C2)OC)N